tert-butyl (5-bromo-2-(1-cyclopropyl-4,4-difluoro-3-hydroxypent-1-yn-3-yl)phenyl)carbamate BrC=1C=CC(=C(C1)NC(OC(C)(C)C)=O)C(C#CC1CC1)(C(C)(F)F)O